(S)-1-(2-((S)-3-(Chinolin-4-yloxy)pyrrolidin-1-yl)acetyl)pyrrolidin-2-carbonitril N1=CC=C(C2=CC=CC=C12)O[C@@H]1CN(CC1)CC(=O)N1[C@@H](CCC1)C#N